The molecule is a nitrile that is propionitrile in which one of the methyl hydrogens has been replaced by a phenyl group. It is a nitrile and a member of benzenes. It derives from an acetonitrile. C1=CC=C(C=C1)CCC#N